ethyl (S)-(-)-lactate CCOC(=O)C(C)O